tert-butyl ((1S)-3-(butylsulfonimidoyl)-1-(1H-tetrazol-5-yl)propyl)carbamate C(CCC)S(=O)(=N)CC[C@@H](C1=NN=NN1)NC(OC(C)(C)C)=O